C1=CC(=CC=2OC3=C(C21)C=CC=C3)C3=NC=NC(=N3)C3=CC=CC=C3 4-(dibenzo[b,d]furan-3-yl)-6-phenyl-1,3,5-triazine